2-(2,3,7,8-tetrakis(4-bromophenyl)-5-methoxybenzo[de]chromen-9-yl)-1,4,5,6-tetrahydropyrimidine BrC1=CC=C(C=C1)C=1OC2=C(C(=C(C=3C2=C(C1C1=CC=C(C=C1)Br)C=C(C3)OC)C3=CC=C(C=C3)Br)C3=CC=C(C=C3)Br)C=3NCCCN3